N1C=NC(=C1)CN C-(1H-imidazol-4-yl)methylamine